1-[3-(1-Hydroxyethyl)-6-[6-[(6-methylpyridazin-3-yl)amino]benzimidazol-1-yl]-2-pyridinyl]-5-methyl-pyrazole-4-carbonitrile OC(C)C=1C(=NC(=CC1)N1C=NC2=C1C=C(C=C2)NC=2N=NC(=CC2)C)N2N=CC(=C2C)C#N